hexahydro-4,7-methano-1H-inden-6-propanoate C1CCC2C3CC(C(=C12)C3)CCC(=O)[O-]